2-(difluoromethoxy)-12-(2-((1s,3s)-1,3-dihydroxy-3-methylcyclobutyl)pyrimidin-5-yl)-6-methyl-6,7-dihydro-7,14-methanopyrido[3,2-c]pyrido[1',2':1,5]pyrazolo[4,3-f]azocin-5(14H)-one FC(OC=1C=CC=2C(N(C3C=4C(C(C2N1)C3)=C3N(N4)C=CC(=C3)C=3C=NC(=NC3)C3(CC(C3)(C)O)O)C)=O)F